ClC1=CC=C(C=C1)C1=CC=C(C=C1)C1=CC=C(C=C1)Cl dichloro-p-terphenyl